OC(C)(C)C=1SC(=CN1)S(=O)N 2-(2-hydroxypropan-2-yl)thiazole-5-sulfinamide